Spiro[3.4]octan-2-yl ((4-(tert-butyl)phenoxy)(4-nitrophenoxy)phosphoryl)-L-alaninate C(C)(C)(C)C1=CC=C(OP(=O)(OC2=CC=C(C=C2)[N+](=O)[O-])N[C@@H](C)C(=O)OC2CC3(C2)CCCC3)C=C1